ClC1=CC(=C(C2=C1CC(O2)(C2CCC1(OCCO1)CC2)C)C)C(=O)O 4-Chloro-2,7-dimethyl-2-(1,4-dioxaspiro[4.5]dec-8-yl)-2,3-dihydrobenzofuran-6-carboxylic acid